C1(CCCC1)OC1=C(C#N)C(=CC=C1OC)C1=NC(=CC=C1)C1CB(OC1)O 2-(Cyclopentyloxy)-6-(6-(2-hydroxy-1,2-oxaborolan-4-yl)pyridin-2-yl)-3-methoxybenzonitril